2-benzyl-4,6-dimethylphenol C(C1=CC=CC=C1)C1=C(C(=CC(=C1)C)C)O